O=C1NC(CCC1N1C(C2=C(C=C(C=C2C1=O)N1CC(C1)C=O)OC)=O)=O 1-(2-(2,6-dioxopiperidin-3-yl)-7-methoxy-1,3-dioxoisoindolin-5-yl)azetidine-3-carbaldehyde